FC1=C(C(=C(C(=C1[B-](C1=C(C(=C(C(=C1F)F)F)F)F)(C1=C(C(=C(C(=C1F)F)F)F)F)C1=C(C(=C(C(=C1F)F)F)F)F)F)F)F)F.C1(=CC=CC=C1)[S+](C1=CC=C(C=C1)F)C1=CC=C(C=C1)F phenylbis(4-fluorophenyl)sulfonium tetrakis(pentafluorophenyl)borate